C(C)(CC)OC1=CC2=C(N(C=N2)C2=CC=C(C=C2)NC(OC2=CC=CC=C2)=O)C=C1 phenyl [4-(5-sec-butoxy-benzimidazol-1-yl)-phenyl]-carbamate